(2S,3S,4R,5R,6S)-2-((1,3-dioxoisoindolin-2-yl)oxy)-6-methyltetrahydro-2H-pyran-3,4,5-triyl tripropionate C(CC)(=O)O[C@@H]1[C@@H](O[C@H]([C@H]([C@H]1OC(CC)=O)OC(CC)=O)C)ON1C(C2=CC=CC=C2C1=O)=O